N-((S)-1-(4-((2-chloro-7-((S)-1-methoxyethyl)-[1,2,4]triazolo[1,5-a]pyrimidin-6-yl)amino)phenyl)-2,2,2-trifluoroethyl)-N-methylpiperidine-4-carboxamide ClC1=NN2C(N=CC(=C2[C@H](C)OC)NC2=CC=C(C=C2)[C@@H](C(F)(F)F)N(C(=O)C2CCNCC2)C)=N1